FC=1C=C(C=C(C1OC)C(F)(F)F)B(O)O 3-FLUORO-4-METHOXY-5-TRIFLUOROMETHYLPHENYLBORONIC ACID